OC1=C(C(=O)OC(C)(C)C)C=C(C(=C1)OC)OC tert-butyl hydroxy-4,5-dimethoxybenzoate